2-[1-(4-fluorobenzyl)-1H-indole-3-carboxamido]Benzoic acid FC1=CC=C(CN2C=C(C3=CC=CC=C23)C(=O)NC2=C(C(=O)O)C=CC=C2)C=C1